3-(2,4-difluorophenyl)urea FC1=C(C=CC(=C1)F)NC(N)=O